O=C1NC2=C(SC3=C1C=CC=C3)C=CC(=C2)C(=O)O 11-oxo-10,11-dihydrodibenzo[b,f][1,4]thiazepine-8-carboxylic acid